ClCC(=O)C1=C(C=CC=C1)O chloro-2'-hydroxyacetophenone